(2R)-1-[(4aR,8aS)-3,4,4a,5,6,7,8,8a-octahydro-2H-quinolin-1-yl]-3-[benzyl(methyl)amino]-2-[cyclopropyl-[(2,4-difluorophenyl)methyl]amino]propan-1-one N1(CCC[C@H]2CCCC[C@H]12)C([C@@H](CN(C)CC1=CC=CC=C1)N(CC1=C(C=C(C=C1)F)F)C1CC1)=O